4-[(1S,4S,5R)-5-[5-cyclopropyl-3-(2,6-dichlorophenyl)-1,2-oxazol-4-yl]methoxy-2-azabicyclo[2.2.1]heptan-2-yl]-3-fluorobenzoic acid C1(CC1)C1=C(C(=NO1)C1=C(C=CC=C1Cl)Cl)CO[C@H]1[C@@H]2CN([C@H](C1)C2)C2=C(C=C(C(=O)O)C=C2)F